FC(OC=1C=C(C=CC1)N1CC2=CC=C(C=C2CC1)CCC(=O)O)(F)F 3-(2-(3-(trifluoromethoxy)phenyl)-1,2,3,4-tetrahydroisoquinolin-6-yl)propionic acid